N1C=CC2=C(C=CC=C12)NC1=NC(=NC=C1C(=O)N)NC1=CC2=C(OC[C@H](CN2)O)C=C1 4-((1H-indol-4-yl)amino)-2-(((S)-2,3,4,5-tetrahydro-3-hydroxybenzo[b][1,4]oxazepin-7-yl)amino)pyrimidine-5-carboxamide